CN1CC2=NN(C=C2C1)CC=1C=NC=CC1 5-methyl-2-(pyridin-3-ylmethyl)-2,4,5,6-tetrahydropyrrolo[3,4-c]Pyrazole